C(CC(=O)C)(=O)O.C(C)N(CC)CC triethylamine acetoacetate